IC1=CN(C=C1)S(=O)(=O)C1=CC=C(C)C=C1 3-iodo-1-p-toluenesulfonyl-1H-pyrrole